FC(C=1C=NC(=NC1)NC1CCN(CC1)S(=O)(=O)C1=CC=C(C#N)C=C1)(F)F 4-((4-((5-(trifluoromethyl)pyrimidin-2-yl)amino)-piperidin-1-yl)sulfonyl)benzonitrile